ClC=1C(=NC=CC1)C(C(C(=O)OC)=C)O methyl 2-((3-chloropyridin-2-yl)(hydroxy)methyl)acrylate